C(C)(=O)ON=C(C(C1=CC=C(C=C1)SC1=CC=CC=C1)=O)CC1CCCCC1 [[1-(cyclohexylmethyl)-2-oxo-2-(4-phenylsulfanylphenyl)ethylidene]amino] acetate